Tert-butyl (S)-5-amino-4-(5-(6-amino-3-cyano-5-cyclopropylpyridin-2-yl)-1-oxoisoindolin-2-yl)-5-oxopentanoate NC([C@H](CCC(=O)OC(C)(C)C)N1C(C2=CC=C(C=C2C1)C1=NC(=C(C=C1C#N)C1CC1)N)=O)=O